azoimidazoline N(=NN1C=NCC1)N1C=NCC1